FC1=C2C=C(NC2=CC=C1OC1=NC=NC2=CC(=C(C=C12)OC)OC[C@@H]1C[C@H](C1)N)C Trans-3-(((4-((4-fluoro-2-methyl-1H-indol-5-yl)oxy)-6-methoxyquinazolin-7-yl)oxy)methyl)cyclobutylamine